O1CC[C@@H](C2=CC=CC=C12)N |o1:3| (S)- or (R)-chroman-4-amine